BrC1=C(C=C2C(=NC(=NC2=C1F)Cl)Cl)C(F)(F)F E-7-bromo-2,4-dichloro-8-fluoro-6-(trifluoromethyl)quinazoline